C(C)NC(=S)NOCC1=CC=C(OC2CN(C2)C=2C(=C(C(=O)O)C=CC2)N2C=CC=C2)C=C1 3-(3-(4-(((ethylthiocarbamoylamino)oxy)methyl)phenoxy)azetidin-1-yl)-2-(1H-pyrrol-1-yl)benzoic acid